COC=1C=C(C=CC1)NC1=NC(=CC(=N1)C(=O)N1CCN(CC1)C1=CC=CC=C1)NC(C)(CC(C)(C)C)C (2-((3-Methoxyphenyl)amino)-6-((2,4,4-trimethylpentan-2-yl)amino)pyrimidin-4-yl)(4-phenylpiperazin-1-yl)methanone